FC(C1=CC=C(C(=N1)NC=1C=C2C=NNC2=C(C1)C)N)F 6-(Difluoromethyl)-N2-(7-methyl-1H-indazol-5-yl)pyridine-2,3-diamine